NC=1N=C(C2=C(N1)C(OC2=O)CC2=CC=CC=C2)C=2OC=CC2 2-amino-7-benzyl-4-(furan-2-yl)-5H,7H-furo[3,4-d]pyrimidin-5-one